8-((2S,4R,5S)-4-(3-Chlorophenoxy)-2,5-dimethylpiperidin-1-yl)-5-methyl-6-oxo-5,6-dihydro-1,5-naphthyridin-2-carbonitril ClC=1C=C(O[C@@H]2C[C@@H](N(C[C@@H]2C)C2=CC(N(C=3C=CC(=NC23)C#N)C)=O)C)C=CC1